BrC=1C(=C2C(=NC1)N=C(N2)C2=C(N(C(=C2)C)C2=CC=C(C=C2)C(=O)N2CCN(CC2)C)C)N[C@@H]2CN(CC2)S(=O)(=O)CC (S)-(4-(3-(6-bromo-7-((1-(ethyl-sulfonyl)pyrrolidine-3-yl)amino)-1H-imidazo[4,5-b]pyridine-2-yl)-2,5-dimethyl-1H-pyrrol-1-yl)phenyl)(4-methylpiperazine-1-yl)methanone